(1S,3S,4S)-N-[(1S)-1-cyano-2-[(3S)-2-oxopyrrolidin-3-yl]ethyl]-2-[(2R)-3-cyclobutyl-2-[(2,2,2-trifluoroacetyl)amino]propanoyl]-5,5-difluoro-2-azabicyclo[2.2.2]octane-3-carboxamide C(#N)[C@H](C[C@H]1C(NCC1)=O)NC(=O)[C@H]1N([C@@H]2CC([C@H]1CC2)(F)F)C([C@@H](CC2CCC2)NC(C(F)(F)F)=O)=O